N,N-dimethylhexane-1,6-diamine CN(C)CCCCCCN